BrC=1C=C(C=CC1)C(C(=O)N)C(=O)N (3-bromophenyl)malonamide